sodium bis(succinimidyl) suberate C(CCCCCCC(=O)ON1C(CCC1=O)=O)(=O)ON1C(CCC1=O)=O.[Na]